8-(3,4-Difluorophenyl)-9-(4-((1-(3-fluoropropyl)azetidin-3-yl)methyl)phenyl)-6,7-dihydro-5H-benzo[7]annulen FC=1C=C(C=CC1F)C=1CCCC2=C(C1C1=CC=C(C=C1)CC1CN(C1)CCCF)C=CC=C2